C(C)(C)OC1=CC=C(C(=O)NC=2C=CC=C3C(=CC=NC23)C2=CSC=C2)C=C1 4-isopropoxy-N-(4-(thiophen-3-yl)quinolin-8-yl)benzamide